Methylnaphthalenedisulfonic acid Francium [Fr].CC1=C(C(=C2C=CC=CC2=C1)S(=O)(=O)O)S(=O)(=O)O